C(C)C1=C(COC1=O)CC(=O)O 4-ethyl-5-oxo-2,5-dihydrofuran-3-acetic acid